Cl.ClCC1=CC=NN1C 5-(chloromethyl)-1-methyl-1H-pyrazole hydrochloride